3-(4-aminophenylethyl)-2-(1-(4-bromophenyl)-3-(thiophen-3-yl)-1H-pyrazol-4-yl)-5-methyl-oxazolidin-4-one NC1=CC=C(C=C1)CCN1C(OC(C1=O)C)C=1C(=NN(C1)C1=CC=C(C=C1)Br)C1=CSC=C1